FC1=CC(=C(C=C1)C1=CC(=CC=C1)C=1OC2=C(N1)C=C(C=C2C(F)(F)F)CN2C[C@@H](CCC2)OC)C2=NN=CN2C (R)-2-(4'-fluoro-2'-(4-methyl-4H-1,2,4-triazol-3-yl)-[1,1'-biphenyl]-3-yl)-5-((3-methoxypiperidin-1-yl)methyl)-7-(trifluoromethyl)benzo[d]oxazole